methyl (E)-3-(3-cyano-4-methoxypyrazolo[1,5-a]pyridin-6-yl)acrylate C(#N)C=1C=NN2C1C(=CC(=C2)/C=C/C(=O)OC)OC